(S)-6-[5-chloro-2-methyl-4-(2,2,2-trifluoro-1,1-dimethyl-ethyl)phenyl]-2-methyl-3-(methylsulfonimidoyl)-1H-pyridin-4-one ClC=1C(=CC(=C(C1)C1=CC(C(=C(N1)C)[S@](=O)(=N)C)=O)C)C(C(F)(F)F)(C)C